N1=C(N=C(C=C1)N1C(C2=CC(=C(C=C2C1C=1C=NC(=CC1)C)OC)OC)=O)C1=NC=CC=N1 2-([2,2'-bipyrimidin]-4-yl)-5,6-dimethoxy-3-(6-methylpyridin-3-yl)isoindolin-1-one